2-(3-{[4-methanesulfonyl-2-(trifluoromethoxy)phenyl]amino}prop-1-yn-1-yl)-N-(1-methyl-piperidin-4-yl)-1-(2,2,2-trifluoroethyl)-1H-indol-4-amine CS(=O)(=O)C1=CC(=C(C=C1)NCC#CC=1N(C=2C=CC=C(C2C1)NC1CCN(CC1)C)CC(F)(F)F)OC(F)(F)F